N-[2-[(carboxymethyl)(2-hydroxyethyl)amino]ethyl]-glycine C(=O)(O)CN(CCNCC(=O)O)CCO